8-(pyrrolidin-1-yl)-7,8,9,10-tetrahydro-5H-cyclohepta[b]naphthalene-5,11(6H)-dione N1(CCCC1)C1CCC2=C(C(C=3C=CC=CC3C2=O)=O)CC1